C(C)OC=1C(=CC=2C(N1)=NN(C2)C)NC(=O)N2CCC=1C2=NC=CC1N1C[C@H](NCC1)C (R)-N-(6-ethoxy-2-methyl-2H-pyrazolo[3,4-b]pyridin-5-yl)-4-(3-methylpiperazin-1-yl)-2,3-dihydro-1H-pyrrolo[2,3-b]pyridine-1-carboxamide